C(N)(=O)C1=CC(=C(NC1=O)C(F)(F)F)C1=CC=C(OCC=2C=CC=3C(=[N+](ON3)[O-])C2)C=C1 6-((4-(5-carbamoyl-6-oxo-2-(trifluoromethyl)-1,6-dihydropyridin-3-yl)phenoxy)methyl)benzo[c][1,2,5]oxadiazole 1-oxide